(S)-N-(3-(2-((R)-4-amino-2-oxopyrrolidin-1-yl)-6-morpholinopyridin-4-yl)-4-methylphenyl)-3-(2,2,2-trifluoroethyl)pyrrolidine-1-carboxamide N[C@@H]1CC(N(C1)C1=NC(=CC(=C1)C=1C=C(C=CC1C)NC(=O)N1C[C@@H](CC1)CC(F)(F)F)N1CCOCC1)=O